C(C=CCCCCCCCCCCCCCCCC)(=O)OCC(OC(C=CC=C\C=C/C=C\CCCCCCCCC)=O)COP(=O)(O)OC[C@H](N)C(=O)O 1-(9Z-nonadecenoyl)-2-(6Z,9Z,12Z,15Z-octadecatetraenoyl)-glycero-3-phosphoserine